FCC1(CC1)C#CC1=C2CCCN(C2=CC=C1)C1=NC=2N(C3=C1N=CC=C3)C=NN2 5-(5-((1-(fluoromethyl)cyclopropyl)ethynyl)-3,4-dihydroquinolin-1(2H)-yl)pyrido[2,3-e][1,2,4]triazolo[4,3-a]pyrimidine